methyl (1r,2'R,4R)-4-(3-chloroanilino)-2'-(3-hydroxypropyl)-2',3'-dihydrospiro[cyclohexane-1,1'-indene]-4-carboxylate ClC=1C=C(NC2(CCC3([C@@H](CC4=CC=CC=C34)CCCO)CC2)C(=O)OC)C=CC1